ClC=1C=C2C(=NC1OC)C(=C(N2C)C2=NC(=NN2)F)N2C=NC=C2 6-chloro-2-(3-fluoro-1H-1,2,4-triazol-5-yl)-3-(1H-imidazol-1-yl)-5-methoxy-1-methyl-1H-pyrrolo[3,2-b]pyridine